CC(C=C)=CCC=C(CCC=C(C)C)C 3,7,11-trimethyl-1,3,6,10-dodecatetraene